[Cl-].[Cl-].C[Si](C)=[Zr+2](C1C(=CC2=C(C(=C(C=C12)C(C)(C)C)OC)C1=CC=CC=C1)C)C1C(=CC2=C(C=C(C=C12)C(C)(C)C)C1=CC=CC=C1)C trans-dimethylsilylidene(2-methyl-4-phenyl-6-tert-butylinden-1-yl)(2-methyl-4-phenyl-5-methoxy-6-tert-butylinden-1-yl)zirconium dichloride